Cl.N(N)C(CO)(C)C 2-Hydrazino-2-methylpropan-1-ol HCl